4-(4,6-bis(((R)-1,1,1-trifluoropropan-2-yl)amino)-1,3,5-triazin-2-yl)-2,2-diMethylbut-3-ynecarboxylic acid FC([C@@H](C)NC1=NC(=NC(=N1)N[C@@H](C(F)(F)F)C)C#CC(CC(=O)O)(C)C)(F)F